C1CCCCCCCCS1 nonylene thioether